(3R,4S)-3-fluoro-1-((R)-2-hydroxy-3-methoxypropyl)piperidin F[C@H]1CN(CCC1)C[C@H](COC)O